FC(C1(CN(CCOC1)C1=NC(=NC(=N1)O[C@@H](C)[C@H]1N(C[C@@H](C1)F)C)C#N)O)F 4-(6-(Difluoromethyl)-6-hydroxy-1,4-oxazepan-4-yl)-6-((S)-1-((2S,4R)-4-fluoro-1-methylpyrrolidin-2-yl)ethoxy)-1,3,5-triazine-2-carbonitrile